C1CCC2=C(C=CC=C12)C1=C(C=C2C(=N1)C(=NN2)C=2C=CC(=NC2)N2CCOCC2)OC (5-(5-(2,3-dihydro-1H-inden-4-yl)-6-methoxy-1H-pyrazolo[4,3-b]pyridin-3-yl)pyridin-2-yl)morpholine